FCCN1CC(N(CCC1)CC1=C2C=CNC2=C(C=C1OC)C)C1=CC=C(C(=O)O)C=C1 4-(4-(2-Fluoroethyl)-1-((5-methoxy-7-methyl-1H-indol-4-yl)methyl)-1,4-diazepan-2-yl)benzoic acid